chromium isooctanate C(CCCCC(C)C)(=O)[O-].[Cr+3].C(CCCCC(C)C)(=O)[O-].C(CCCCC(C)C)(=O)[O-]